N-(difluoro-λ4-sulfanylidene)-N-ethylethanaminium tetrafluoroborate F[B-](F)(F)F.FS(=[N+](CC)CC)F